C(CCCCCCC)(=O)OC(CCCCCCCC)CCCCCCCCC Octadecan-9-yl Octanoate